6-(6-(((6-((3,4-Dihydroisoquinolin-2(1H)-yl)methyl)-4-oxo-4H-pyran-3-yl)oxy)-methyl)-2-azaspiro[3.3]heptan-2-yl)nicotinonitrile C1N(CCC2=CC=CC=C12)CC1=CC(C(=CO1)OCC1CC2(CN(C2)C2=NC=C(C#N)C=C2)C1)=O